NC1=NC=CC=C1C1=NC=2C(=NC(=CC2)N2CCOCC2)N1C1=CC=C(C=C1)CO (4-(2-(2-Aminopyridin-3-yl)-5-morpholino-3H-imidazo[4,5-b]pyridin-3-yl)phenyl)methanol